N-((3S,4S)-3-((7-(2,6-dichloro-3,5-dimethoxyphenyl)-5-((2-morpholinoethyl)amino)-2,6-naphthyridin-3-yl)amino)tetra-hydro-2H-pyran-4-yl)acrylamide ClC1=C(C(=C(C=C1OC)OC)Cl)C1=NC(=C2C=C(N=CC2=C1)N[C@@H]1COCC[C@@H]1NC(C=C)=O)NCCN1CCOCC1